N-(3-Carbamoyl-1-methyl-1H-pyrazol-4-yl)-5-piperazin-1-ylpyrazolo[1,5-a]pyrimidin-3-carboxamid C(N)(=O)C1=NN(C=C1NC(=O)C=1C=NN2C1N=C(C=C2)N2CCNCC2)C